NC1C(CC(CC1C)C(C)(C)C1CC(C(C(C1)C)N)C)C 2,2-Bis(4-amino-3,5-dimethylcyclohexyl)-propan